C(C)(C)(C)C1CC12NCCN(C2)C2=CN=NC=C2NCC=2C=C1N=CC=NC1=CC2 tert-Butyl-7-(5-((quinoxalin-6-ylmethyl)amino)pyridazin-4-yl)-4,7-diazaspiro[2.5]octane